4-(4-amino-6-iodo-7-methyl-7H-pyrrolo[2,3-d]pyrimidin-5-yl)-2-fluorophenyl-3-fluoropyrrolidine-1-carboxylate NC=1C2=C(N=CN1)N(C(=C2C2=CC(=C(C=C2)OC(=O)N2CC(CC2)F)F)I)C